[Dy].[Tb].[Nd].[Pr] praseodymium-neodymium terbium-dysprosium